2-[4-(bromomethyl)phenyl]propionic acid BrCC1=CC=C(C=C1)C(C(=O)O)C